CN(CC#C)CC1=CC=CC=C1 N-methyl-N-(2-propyn-1-yl)benzylamine